C(#N)C=1C=CC(=C(C1)C1=NC(=C(C(=O)N)C=C1)OC)N1CCN(CC1)CC1=NC=C(C=C1F)F 5-cyano-2-(4-((3,5-difluoropyridin-2-yl)methyl)piperazin-1-yl)phenyl-2-methoxynicotinamide